5-((R)-2-(2,5-difluorophenyl)pyrrolidin-1-yl)-N-(2-methoxyethyl)pyrazolo[1,5-a]pyrimidine-3-carboxamide FC1=C(C=C(C=C1)F)[C@@H]1N(CCC1)C1=NC=2N(C=C1)N=CC2C(=O)NCCOC